C1(CC1)CS(=O)(=O)C1=CC=C(C=C1)CCC(=O)N 3-(4-((cyclopropylmethyl)sulfonyl)phenyl)propanamide